2-(3-chloro-4-(9-(5-cyano-2-fluorobenzyl)-6-(1-methylcyclopropoxy)-9H-purin-8-yl)phenyl)acetamide ClC=1C=C(C=CC1C=1N(C2=NC=NC(=C2N1)OC1(CC1)C)CC1=C(C=CC(=C1)C#N)F)CC(=O)N